CC=1C=CC(=C(C1)O)C=1N=NC(=C2C1N=CC=C2)NC2CNCCC2 5-methyl-2-(5-((piperidin-3-yl)amino)pyrido[2,3-d]pyridazin-8-yl)phenol